1-(3-fluorophenyl)-N-{2-methoxy-3-[3-(pyrrolidin-1-yl)propoxy]-6H,7H,8H,9H,10H-cyclohepta[b]quinolin-11-yl}piperidin-4-amine FC=1C=C(C=CC1)N1CCC(CC1)NC1=C2C(=NC3=CC(=C(C=C13)OC)OCCCN1CCCC1)CCCCC2